bis(prop-2-enyl) 2-benzylidenepropanedioate C(C1=CC=CC=C1)=C(C(=O)OCC=C)C(=O)OCC=C